ethyl 3-(4-methoxyphenyl)-3-oxopropanoate COC1=CC=C(C=C1)C(CC(=O)OCC)=O